(E)-3-(5-Bromo-2-oxoacenaphthylen-1(2H)-ylidene)piperidine-2,6-dione BrC1=CC=C2C(\C(\C=3C=CC=C1C32)=C/3\C(NC(CC3)=O)=O)=O